(S)-3-(1-cyclopentyl-5-(2,6-dimethoxyphenyl)-1H-pyrazole-3-carboxamido)-5-hydroxypentanoic acid tert-butyl ester C(C)(C)(C)OC(C[C@H](CCO)NC(=O)C1=NN(C(=C1)C1=C(C=CC=C1OC)OC)C1CCCC1)=O